3,5-difluoro-2-((3-fluorophenyl)amino)-N-(2-(5-hydroxy-1H-indol-3-yl)ethyl)benzamide FC=1C(=C(C(=O)NCCC2=CNC3=CC=C(C=C23)O)C=C(C1)F)NC1=CC(=CC=C1)F